[C@H]12CN(C[C@H](CCC1)O2)C=2C=C1C(=CC=NC1=CC2)C(=O)O 6-((1R,5S)-9-Oxa-3-azabicyclo[3.3.1]nonan-3-yl)quinoline-4-carboxylic acid